NC1=NC=C(C=C1)C(C)C 2-amino-5-isopropylpyridine